FC(OC1=CC(=NN1)NC1=CN=C2C(=N1)N(N=C2)[C@@H](C)[C@H]2COCC2)F N-(5-(difluoromethoxy)-1H-pyrazol-3-yl)-1-((S)-1-((S)-tetrahydrofuran-3-yl)ethyl)-1H-pyrazolo[3,4-b]Pyrazin-6-amine